N-(6-(Difluoromethoxy)-2-(piperidin-4-yl)-2H-indazol-5-yl)-6-(trifluoromethyl)picolinamide FC(OC=1C(=CC2=CN(N=C2C1)C1CCNCC1)NC(C1=NC(=CC=C1)C(F)(F)F)=O)F